(R)-N-(5-(5-acetamido-1H-pyrazol-1-yl)-1,3,4-thiadiazol-2-yl)-4-(2,6-dimethoxyphenyl)-3-((1-methoxypropan-2-yl)oxy)-2-oxo-2H-pyran-6-carboxamide C(C)(=O)NC1=CC=NN1C1=NN=C(S1)NC(=O)C1=CC(=C(C(O1)=O)O[C@@H](COC)C)C1=C(C=CC=C1OC)OC